P([O-])([O-])N Phosphoramidite